4-((3,5-difluoro-4-((6-(trifluoromethyl)pyridin-3-yl)oxy)benzyl)oxy)-6-methoxy-1-methylpyrimidin-2(1H)-one FC=1C=C(COC2=NC(N(C(=C2)OC)C)=O)C=C(C1OC=1C=NC(=CC1)C(F)(F)F)F